ClC1=CC(=NC(=N1)OC)OC 6-chloro-2,4-dimethoxypyrimidine